Tert-butyl (S)-(1,1-dicyclopropyl-3-oxo-3-((4-((4,4,4-trifluorobutan-amido)methyl)pyridin-2-yl)amino)propan-2-yl)carbamate C1(CC1)C([C@@H](C(NC1=NC=CC(=C1)CNC(CCC(F)(F)F)=O)=O)NC(OC(C)(C)C)=O)C1CC1